13-pentadecatrien-2-one C/C=C/CCCCCC/C=C/C=C/C(=O)C